1,7-diisopropyl-3-methylxanthine C(C)(C)N1C(=O)N(C=2N=CN(C2C1=O)C(C)C)C